2-fluorospiro[3.3]heptane FC1CC2(C1)CCC2